BrC=1C=C2C(C=CC(C2=CC1)=O)=O 6-bromo-1,4-naphthoquinone